C1(CCC1)OC=1C=C(C=C(C1)F)N1CC2=CC=C(C=C2CC1)CCC(=O)O 3-(2-(3-cyclobutoxy-5-fluorophenyl)-1,2,3,4-tetrahydroisoquinolin-6-yl)propionic acid